tert-butyl (R)-4-(6-fluoro-2-methoxy-3-methylquinoline-7-carbonyl)-3-(2-hydroxyethyl)piperazine-1-carboxylate FC=1C=C2C=C(C(=NC2=CC1C(=O)N1[C@@H](CN(CC1)C(=O)OC(C)(C)C)CCO)OC)C